(E)-N-(4-(1-(6-(4-(5-(2-(2,6-dioxopiperidin-3-yl)-1-oxoisoindolin-4-yl)pentyl)piperazin-1-yl)nicotinoyl)piperidin-4-yl)butyl)-3-(pyridin-3-yl)acrylamide O=C1NC(CCC1N1C(C2=CC=CC(=C2C1)CCCCCN1CCN(CC1)C1=NC=C(C(=O)N2CCC(CC2)CCCCNC(\C=C\C=2C=NC=CC2)=O)C=C1)=O)=O